C1(=CC=CC=C1)C(C(C(=O)OCCCC)Br)Br n-butyl 3-phenyl-2,3-dibromopropionate